NC1(CC1)COC=1C(=C2CC(CC2=CC1)NCCCC1CN(C(O1)=O)C=1C=CC=2OCC(NC2N1)=O)Cl 6-[5-[3-[[5-[(1-aminocyclopropyl)methoxy]-4-chloro-2,3-dihydro-1H-inden-2-yl]amino]propyl]-2-oxo-1,3-oxazolidin-3-yl]-4H-pyrido[3,2-b][1,4]oxazin-3-one